FC1=CC=C(OCC2NC3CC(C2C)C3)C=C1 3-(4-fluorophenoxymethyl)-4-methyl-2-azabicyclo[3.1.1]heptane